2-amino-1-(4-bromobenzyl)-1H-benzo[d]imidazole-5-methanol NC1=NC2=C(N1CC1=CC=C(C=C1)Br)C=CC(=C2)CO